N-(1-Phenethylpiperidin-4-yl)propionamid C(CC1=CC=CC=C1)N1CCC(CC1)NC(CC)=O